(+)-p-nitrophenyl-2-amino-1,3-propanediol hydrochloride Cl.[N+](=O)([O-])C1=CC=C(C=C1)C(C(CO)N)O